OC1=NC=CC2=C1C=C(N2CC2=CC=C(C=C2)B(O)O)C 4-((4-hydroxy-2-methylpyrrolo[3,2-c]pyridin-1-yl)methyl)phenylboronic acid